2-(9H-carbazol-2-yl)-N-(4-methoxybenzyl)acetamide C1=C(C=CC=2C3=CC=CC=C3NC12)CC(=O)NCC1=CC=C(C=C1)OC